C(C)(C)(C)OC(=O)N(CCC(C(=O)OCC)C)C ethyl 4-((tert-butoxycarbonyl)(methyl)amino)-2-methylbutanoate